5-(2-isopropyl-1-(3-morpholinobicyclo[1.1.1]pentan-1-yl)-1H-imidazol-4-yl)-3-(trifluoromethoxy)pyridin-2-amine C(C)(C)C=1N(C=C(N1)C=1C=C(C(=NC1)N)OC(F)(F)F)C12CC(C1)(C2)N2CCOCC2